5-N-(2,6-dichlorophenyl)-4-ethoxy-2-{[4-(4-methylpiperazin-1-yl)phenyl]amino}pyrimidine-5-carboxamide ClC1=C(C(=CC=C1)Cl)NC(=O)C=1C(=NC(=NC1)NC1=CC=C(C=C1)N1CCN(CC1)C)OCC